FC(OC=1C=C(C=C(C1)F)C1=CC=2N(C[C@H]3N(C2C=C1)CCC(C3)OCC(=O)O)S(=O)(=O)C3=CC(=CC=C3)C(F)(F)F)F 2-(((6aS)-3-(3-(difluoromethoxy)-5-fluorophenyl)-5-((3-(trifluoromethyl)phenyl)sulfonyl)-6,6a,7,8,9,10-hexahydro-5H-pyrido[1,2-a]quinoxalin-8-yl)-oxy)acetic acid